CC1=CC=C(C=C1)CN1C(CCC1=O)C(C(=O)O)=O 2-{1-[(4-Methylphenyl)methyl]-5-oxopyrrolidin-2-yl}-2-oxoacetic Acid